4-[(1S)-1-[[4-(4-benzyloxyphenyl)tetrahydropyran-4-carbonyl]amino]ethyl]benzoic acid C(C1=CC=CC=C1)OC1=CC=C(C=C1)C1(CCOCC1)C(=O)N[C@@H](C)C1=CC=C(C(=O)O)C=C1